(4-(pyridin-2-yl)piperazine-1-yl)methanone N1=C(C=CC=C1)N1CCN(CC1)C=O